6-chloro-5-methoxy-1-methyl-3-(1H-pyrazol-4-yl)-2-(5-(trifluoromethyl)-1H-1,2,4-triazol-3-yl)-1H-pyrrolo[3,2-b]pyridine ClC=1C=C2C(=NC1OC)C(=C(N2C)C2=NNC(=N2)C(F)(F)F)C=2C=NNC2